OC1=C(CNCCNCC2=C(C=CC=C2)O)C=CC=C1 N,N'-Di(2-hydroxy-benzyl)ethylene-diamine